cis-tert-butyl-4-amino-2-methylpiperidine-1-carboxylate C(C)(C)(C)OC(=O)N1[C@H](C[C@H](CC1)N)C